O-Coumaroyl-L-serin C(\C=C\C1=CC=C(C=C1)O)(=O)OC[C@H](N)C(=O)O